N-(3-(5-bromo-1H-indol-3-yl)propyl)-4-(3-(4-methylpiperazin-1-yl)propoxy)benzenesulfonamide BrC=1C=C2C(=CNC2=CC1)CCCNS(=O)(=O)C1=CC=C(C=C1)OCCCN1CCN(CC1)C